CC(CO)CC 2-methylbutan-1-ol